FC=1C=C(C=C(C1)C1=NC(=NC=C1)N1CC2=CC=C(C=C2C1)F)C#CC=1C=C2C=NNC2=CC1 5-((3-fluoro-5-(2-(5-fluoroisoindolin-2-yl)pyrimidin-4-yl)phenyl)ethynyl)-1H-indazole